FC1=CC2=C(N=C(O2)CN2CCN(CC2)C2=NC=NC(=C2C#N)C)C=C1 4-(4-((6-fluorobenzo[d]oxazol-2-yl)methyl)piperazin-1-yl)-6-methylpyrimidine-5-carbonitrile